(6aS,8R)-2-chloro-6a-(fluoromethyl)-5,6,6a,7,8,9-hexahydropyrrolo[1',2':4,5]pyrazino[2,3-c]pyridazin-8-ol ClC=1C=C2C(=NN1)NC[C@]1(N2C[C@@H](C1)O)CF